3-{5-[(S)-3-(3,5-dimethylpyridin-2-ylamino)pyrrolidine-1-carbonyl]pyridin-2-yl}-3-methoxymethylpyrrolidine-2,5-dione CC=1C(=NC=C(C1)C)N[C@@H]1CN(CC1)C(=O)C=1C=CC(=NC1)C1(C(NC(C1)=O)=O)COC